Cl.BrC1=C(C=C2C=C(NC2=C1F)CN)Cl (6-bromo-5-chloro-7-fluoro-1H-indol-2-yl)methanamine hydrochloride